N-(3-(3-(hydroxyamino)-3-oxoprop-1-en-1-yl)benzyl)quinoline-2-carboxamide ONC(C=CC=1C=C(CNC(=O)C2=NC3=CC=CC=C3C=C2)C=CC1)=O